NC(COCC#C)(COCC#C)COCC#C aminotri[(2-propynyl-oxy)methyl]methane